lithium trifluoro-lactate FC(C(C(=O)[O-])O)(F)F.[Li+]